Cl.Cl.C1CCC12N(CCC2)CCN 2-(5-azaspiro[3.4]octan-5-yl)ethanamine 2HCl salt